CO[C@H](CCCCCCC(C(=O)O)(C)C)[C@H](CCCCCCC(C(=O)O)(C)C)OC (9R,10S)-9,10-dimethoxy-2,2,17,17-tetramethyloctadecanedioic acid